C(C)(C)(C)OC(=O)N1CCC2(C(C2(C(=O)O)C)(F)F)CC1 6-(tert-Butoxycarbonyl)-2,2-difluoro-1-methyl-6-azaspiro[2.5]octane-1-carboxylic acid